2-([4-[5-(chlorodifluoromethyl)-1,2,4-oxadiazol-3-yl]phenyl]methyl)isoindole-1,3-dione ClC(C1=NC(=NO1)C1=CC=C(C=C1)CN1C(C2=CC=CC=C2C1=O)=O)(F)F